C1(CC1)C1=NC=NC(=C1C1=NN2C(N(CC(C2)C)C(C)C2=CC=C(C=C2)C=2N(C=C(N2)C(F)(F)F)CC)=N1)OC 2-(4-cyclopropyl-6-methoxypyrimidin-5-yl)-4-(1-(4-(1-ethyl-4-(trifluoromethyl)-1H-imidazol-2-yl)phenyl)ethyl)-6-methyl-6,7-dihydro-[1,2,4]triazolo[1,5-a]pyrimidin